2-(4-(methylcarbamoyl)phenyl)-N-(3-(piperidin-1-yl)propyl)imidazo[2',1':2,3]thiazolo[4,5-c]pyridine CNC(=O)C1=CC=C(C=C1)C=1N(C2SC3=C(C=NC=C3)N2C1)CCCN1CCCCC1